COC=1C=C(C=NC1)S(=O)(=O)C1=CC=C(C=C1)CNC(=O)C=1C=NC=2N(C1)C=CN2 N-{[4-(5-methoxypyridine-3-sulfonyl)phenyl]methyl}imidazo[1,2-a]pyrimidine-6-carboxamide